(2-chloro-4-phenoxypyrrolo[2,1-f][1,2,4]triazin-6-yl)methanol ClC1=NN2C(C(=N1)OC1=CC=CC=C1)=CC(=C2)CO